1-(1-(3-azabicyclo[3.1.1]heptan-6-yl)ethyl)-2-methyl-N-((6-methyl-4-(methylthio)-2-oxo-1,2-dihydropyridin-3-yl)methyl)-1H-indole-3-carboxamide C12CNCC(C1C(C)N1C(=C(C3=CC=CC=C13)C(=O)NCC=1C(NC(=CC1SC)C)=O)C)C2